3-(5-((5-((4'-chloro-5,5-dimethyl-3,4,5,6-tetrahydro-[1,1'-biphenyl]-2-yl)methyl-methyl)-2,5-diazabicyclo[2.2.2]octane-2-yl)methyl)-4-fluoro-1-oxoisoindolin-2-yl)piperidine ClC1=CC=C(C=C1)C1=C(CCC(C1)(C)C)CCN1C2CN(C(C1)CC2)CC=2C(=C1CN(C(C1=CC2)=O)C2CNCCC2)F